ethyl 5-(((tert-butoxycarbonyl)amino)methyl)-6-(1H-imidazol-1-yl)pyridazine-3-carboxylate C(C)(C)(C)OC(=O)NCC=1C=C(N=NC1N1C=NC=C1)C(=O)OCC